N-(5-(3-(hydroxymethyl)azetidine-1-carboxamido)-2-methylpyridin-3-yl)-6-(1-methyl-1H-pyrazol-4-yl)pyrazolo[1,5-a]pyrazine-3-carboxamide OCC1CN(C1)C(=O)NC=1C=C(C(=NC1)C)NC(=O)C=1C=NN2C1C=NC(=C2)C=2C=NN(C2)C